[K+].O1C=2C(OCC1COCCCC(S(=O)(=O)[O-])F)=CSC2 4-[(2,3-dihydrothieno[3,4-b]-[1,4]dioxin-2-yl)methoxy]-1-fluoro-1-butanesulfonic acid potassium salt